2'-(4-methoxybenzyl)-6'-((4-methoxybenzyl)(pyrimidin-4-yl)amino)-8'-(oxetan-2-yl)-2'H-spiro[cyclohexane-1,3'-imidazo[1,5-a]pyridine]-1',5'-dione COC1=CC=C(CN2C3(N4C(=C(C=C(C4=O)N(C4=NC=NC=C4)CC4=CC=C(C=C4)OC)C4OCC4)C2=O)CCCCC3)C=C1